FC=1C=C(C=C2C=NNC12)C1N(CC(CC1)C)C(C(=O)NC=1C=C(C(=NC1)NC(OC(C)(C)C)=O)C)=O tert-butyl N-[5-[[2-[2-(7-fluoro-1H-indazol-5-yl)-5-methyl-1-piperidyl]-2-oxo-acetyl]amino]-3-methyl-2-pyridyl]carbamate